1-(1,4-Dimethyl-1H-pyrazol-5-yl)ethan-1-one CN1N=CC(=C1C(C)=O)C